3-(perfluoroethyl)bicyclo[1.1.1]pentan-1-amine FC(C(F)(F)F)(C12CC(C1)(C2)N)F